silver-zinc zirconium phosphate P(=O)([O-])([O-])[O-].[Zr+4].[Zn+2].[Ag+]